COC=1C=C2C(=C(C=NC2=CC1)C(=O)N1CCC(CC1)N1CCCC1)N1CCC2(OCCO2)CC1 (6-Methoxy-4-(1,4-dioxa-8-azaspiro[4.5]decan-8-yl)quinolin-3-yl)(4-(pyrrolidin-1-yl)piperidin-1-yl)methanone